BrC1=CN=C2N1C=C(N=C2)C(=O)N(C2=CC(=C(C=C2)F)OC)CC#N 3-bromo-N-(cyanomethyl)-N-(4-fluoro-3-methoxy-phenyl)imidazo[1,2-a]pyrazine-6-carboxamide